N-(2-methoxy-3-(trifluoromethyl)benzylidene)-2-methylpropane-2-sulfinamide COC1=C(C=NS(=O)C(C)(C)C)C=CC=C1C(F)(F)F